C[C@](CC1=CC=CC=C1)(CC(C)C)NC(=O)C=1C=NC2=C(C=CC=C2C1)F N-[(2R)-2,4-dimethyl-1-phenylpentan-2-yl]-8-fluoroquinoline-3-carboxamide